7-chloro-2-vinylthieno[3,2-b]pyridine-3-carboxylic acid ClC1=C2C(=NC=C1)C(=C(S2)C=C)C(=O)O